5-[2-chloro-3-fluoro-4-[1-(2-methoxyethyl)-5-methyl-pyrazol-4-yl]phenyl]-N-[3-chloro-4-[4-(piperidine-4-carbonyl)piperazine-1-carbonyl]phenyl]-1-methyl-imidazole-2-carboxamide ClC1=C(C=CC(=C1F)C=1C=NN(C1C)CCOC)C1=CN=C(N1C)C(=O)NC1=CC(=C(C=C1)C(=O)N1CCN(CC1)C(=O)C1CCNCC1)Cl